FC(C1=CC2=C(N=C(N=C2)NC2(CCN(CC2)S(=O)(=O)C)[2H])N(C1=O)[C@@H]1[C@H](CC[C@H](C1)O)F)([2H])F (-)-6-(difluoromethyl-d)-8-((1S,2S,5R)-2-fluoro-5-hydroxycyclohexyl)-2-((1-(methylsulfonyl)piperidin-4-yl-4-d)-amino)pyrido[2,3-d]pyrimidin-7(8H)-one